2,2-difluoro-2-(1-hydroxycyclobutyl)ethanone FC(C=O)(C1(CCC1)O)F